O=C=CCCC(S(=O)(=O)Cl)=O Dioxopentene-5-sulfonyl chloride